C(CCCCCCCCCCC)(=O)C(C(=O)N)CCCCCCC(=O)N dodecanoylazelamide